C(C(O)C1=CC=CC=C1)(=O)O.[N+](=O)([O-])C1=C(C=CC=C1)N1C(=CC=C1)C=CC=NC(=NN)N N-{3-[1-(2-nitrophenyl)-1H-pyrrol-2-yl]-allylidene}-aminoguanidine DL-mandelic acid salt